4-(pentylthio)cyclohexanone triethyl-orthoacetate C(C)C(C(O)(O)O)(CC)CC.C(CCCC)SC1CCC(CC1)=O